tert-butyl (S)-(1-(1-phenylcyclopropyl)pyrrolidin-3-yl)carbamate C1(=CC=CC=C1)C1(CC1)N1C[C@H](CC1)NC(OC(C)(C)C)=O